C(C=C)(=O)OCC(C(COC(C=C)=O)OC(C=C)=O)CO ((acryloyloxy)methyl)-2-(hydroxymethyl)propane-1,3-diyl diacrylate